FC=1C=C(C=C(C1C=1N(C=C(N1)C(F)(F)F)C)F)CN (3,5-difluoro-4-(1-methyl-4-(trifluoromethyl)-1H-imidazol-2-yl)phenyl)methylamine